C(N)(OCCC=1C=NC(=CC1C(C)O)OC)=O [2-[4-(1-hydroxyethyl)-6-methoxy-3-pyridyl]ethyl] carbamate